2-[(5-fluoro-2-hydroxy-phenyl)-(1H-pyrazol-3-yl)methyl]-6-[4-(1-methyl-4-piperidyl)phenyl]-isoindolin-1-one FC=1C=CC(=C(C1)C(N1C(C2=CC(=CC=C2C1)C1=CC=C(C=C1)C1CCN(CC1)C)=O)C1=NNC=C1)O